FC(C1=NOC(=N1)C=1C(NC=NC1)(N[C@H](CO)C1=CC=CC=C1)NC=1C=C2C(CCS(C2=CC1)(=O)=O)O)F 6-[[5-[3-(difluoromethyl)-1,2,4-oxadiazol-5-yl]-4-[[(1S)-2-hydroxy-1-phenyl-ethyl]amino]pyrimidin-4-yl]amino]-1,1-dioxo-3,4-dihydro-2H-thiochromen-4-ol